N-(5-cyano-6-(2H-1,2,3-triazol-2-yl)pyridin-3-yl)-1-(6-(fluoro)pyridin-3-yl)-5-(trisFluoromethyl)-1H-pyrazole-4-carboxamide C(#N)C=1C=C(C=NC1N1N=CC=N1)NC(=O)C=1C=NN(C1C(F)(F)F)C=1C=NC(=CC1)F